6-O-styryl-L-ascorbic acid C(=CC1=CC=CC=C1)OC[C@@H]([C@@H]1C(=C(C(=O)O1)O)O)O